5-(5-(5-chloropyridin-3-yl)-1H-indazol-1-yl)-2,3-difluorophenol ClC=1C=C(C=NC1)C=1C=C2C=NN(C2=CC1)C=1C=C(C(=C(C1)O)F)F